C(C=C)C(C(=O)O)CCCCCCCCCCCCCCC.C(C=C)OC(CCCCCC)=O.OC1=NC(=C2NC=NC2=N1)NCC1=CC(=CC=C1)F 2-hydroxy-6-(3-fluorobenzylamino)purine Allyl-Heptanoate (Allyl-heptadecanoate)